5-[3-(4,5-dichloro-6-oxo-pyridazin-1-yl)-2-oxo-propyl]-N,N,2-trimethyl-benzenesulfonamide ClC=1C=NN(C(C1Cl)=O)CC(CC=1C=CC(=C(C1)S(=O)(=O)N(C)C)C)=O